2-methylhexadecan-8-yl 8-((2-hydroxyethyl)(6-oxo-6-(undecyloxy)hexyl)amino)octanoate OCCN(CCCCCCCC(=O)OC(CCCCCC(C)C)CCCCCCCC)CCCCCC(OCCCCCCCCCCC)=O